5-(bromoethynyl)-2-(4-(((cis)-3-hydroxyl-3-methylcyclobutyl)amino)phthalazin-1-yl)phenol BrC#CC=1C=CC(=C(C1)O)C1=NN=C(C2=CC=CC=C12)NC1CC(C1)(C)O